tert-Butyl (3R,5S)-4,4-difluoro-3-methyl-5-(2-(tosyloxy)ethoxy)piperidine-1-carboxylate FC1([C@@H](CN(C[C@@H]1OCCOS(=O)(=O)C1=CC=C(C)C=C1)C(=O)OC(C)(C)C)C)F